N'-((5-bromopyridin-2-yl)methylene)-4-methylbenzenesulfonohydrazide BrC=1C=CC(=NC1)C=NNS(=O)(=O)C1=CC=C(C=C1)C